FC=1C=C(COC2=NC(N3C(N4C(OCCC4)C3)=C2)=O)C=C(C1OC=1C=NN(C1)C)F 7-((3,5-Difluoro-4-((1-methyl-1H-pyrazol-4-yl)oxy)benzyl)oxy)-3,4,11,11a-tetrahydropyrimido[6',1':2,3]imidazo[5,1-b][1,3]oxazin-9(2H)-one